FC=1C(=C(C=C(C1)CC(C)C)N1C(CN(CC1)CC=1N=NC=CC1)C)C=1N=NNN1 3-[[4-[3-fluoro-5-isobutyl-2-(2H-tetrazol-5-yl)phenyl]-3-methyl-piperazin-1-yl]-methyl]pyridazine